C(C)(C)N[C@]1(CN(CC1)C(=O)OC(C)(C)C)C tert-butyl (R)-3-(isopropylamino)-3-methylpyrrolidine-1-carboxylate